NC1=CC=CC(=N1)S(=O)(=O)NC(=O)C=1C(=NC(=CC1)C1=CC(=CC(=C1)C)OC(C)C)N1C(C[C@@H](C1)C)(C)C N-[(6-Amino-2-pyridyl)sulfonyl]-6-(3-isopropoxy-5-methylphenyl)-2-[(4S)-2,2,4-trimethylpyrrolidin-1-yl]pyridin-3-carboxamid